1-(3-((tert-butoxycarbonyl)amino)propyl)-4-(4-(2-((1,3-dioxoisoindolin-2-yl)oxy)-2-phosphonoethoxy)-phenyl)-2-methyl-1H-pyrazol-2-ium C(C)(C)(C)OC(=O)NCCCN1[N+](=CC(=C1)C1=CC=C(C=C1)OCC(P(=O)(O)O)ON1C(C2=CC=CC=C2C1=O)=O)C